O1C23C1=CC=CC3=CC=C2 indeno[3a,4-b]oxiren